NCC1=CC=C(C=C1)C=1C=NN2C1N=C(C=C2)NCCN(C(OC(C)C)=O)C isopropyl (2-((3-(4-(aminomethyl)phenyl)pyrazolo[1,5-a]pyrimidin-5-yl)amino)ethyl)(methyl)carbamate